4-((5-(cyclopropylmethyl)-3-((2-(trimethylsilyl)ethoxy)methoxy)-1H-pyrazol-4-yl)methyl)-2-fluoro-N,N-bis(4-methoxybenzyl)benzenesulfonamide C1(CC1)CC1=C(C(=NN1)OCOCC[Si](C)(C)C)CC1=CC(=C(C=C1)S(=O)(=O)N(CC1=CC=C(C=C1)OC)CC1=CC=C(C=C1)OC)F